N1(CCNCC1)C1=CC=C(C=C1)C(CCC)=O 1-(4-(piperazin-1-yl)phenyl)butan-1-one